ethyl 6-chloro-7-[(2R)-2-{[(3-chloropyridin-2-yl)oxy]methyl}pyrrolidin-1-yl]-1-[1-(2-methoxyethyl)-3-methylazetidin-3-yl]-4-oxo-1,4-dihydroquinoline-3-carboxylate ClC=1C=C2C(C(=CN(C2=CC1N1[C@H](CCC1)COC1=NC=CC=C1Cl)C1(CN(C1)CCOC)C)C(=O)OCC)=O